4-bromo-1,6-dihydropyrrolo[2,3-c]pyridin-7-one BrC=1C2=C(C(NC1)=O)NC=C2